(E)-1-Methyl-6-((1-((2-methyl-1-((triisopropylsilyl)oxy)propan-2-yl)sulfonyl)cyclopropyl)methyl)-7-oxo-4,5,6,7-tetrahydro-1H-pyrazolo[3,4-c]pyridine-3-carbaldehyde oxime CN1N=C(C2=C1C(N(CC2)CC2(CC2)S(=O)(=O)C(CO[Si](C(C)C)(C(C)C)C(C)C)(C)C)=O)/C=N/O